C(C=C)(=O)OC1=C(C=C(C=C1C(C)(C)C)C)C(C)(C)C 2,6-di-t-butyl-p-cresol acrylate